1,3-di-n-propyl-adamantane C(CC)C12CC3(CC(CC(C1)C3)C2)CCC